ClC=1C(=CC2=C(C[C@](O2)(C2=CC=CC=C2)CNC)C1C1=C(C=2N(C=C1C(=O)N)C=NN2)F)F (S)-7-((S)-5-Chloro-6-fluoro-2-((methylamino)methyl)-2-phenyl-2,3-dihydrobenzofuran-4-yl)-8-fluoro-[1,2,4]triazolo[4,3-a]pyridine-6-carboxamide